(2R,3S,4R,5R)-5-(4-((S)-2-((tert-butoxycarbonyl)amino)-3-methylbutanamido)pyrrolo[2,1-f][1,2,4]triazin-7-yl)-5-cyano-4-hydroxy-2-(hydroxymethyl)tetrahydrofuran-3-yl 2-phenylacetate C1(=CC=CC=C1)CC(=O)O[C@@H]1[C@H](O[C@@]([C@@H]1O)(C#N)C1=CC=C2C(=NC=NN21)NC([C@H](C(C)C)NC(=O)OC(C)(C)C)=O)CO